trans-6-(((4-((S)-3-(3-cyano-5-fluorophenyl)isoxazolidine-2-carbonyl)cyclohexyl)methyl)amino)pyrimidine-4-carbonitrile C(#N)C=1C=C(C=C(C1)F)[C@H]1N(OCC1)C(=O)[C@@H]1CC[C@H](CC1)CNC1=CC(=NC=N1)C#N